OC1=C(C=O)C=C(C=C1)CN1CCN(CC1)C1=C(C=C(C=C1)C1=NC(=NO1)C1=CC(=CC=C1)OC)[N+](=O)[O-] 2-hydroxy-5-((4-(4-(3-(3-methoxyphenyl)-1,2,4-oxadiazol-5-yl)-2-nitrophenyl)piperazin-1-yl)methyl)benzaldehyde